COC1=NN2C(S1)=NC(=C2)C2=NN1C(C(=CC=C1)OC)=C2 2-methoxy-6-(4-methoxypyrazolo[1,5-a]pyridin-2-yl)imidazo[2,1-b][1,3,4]thiadiazole